P(=S)(OC1=C(C=CC=C1)C(C)CC)(OC1=C(C=CC=C1)C(C)CC)OC1=C(C=CC=C1)C(C)CC tri(sec-butylphenyl) thiophosphate